C(#N)C=1NC(=C(N1)C#N)C#N 2,4,5-tricyanoimidazole